ClC=1C=C2C(=CN1)N(N=C2C(=C)OCC)C 5-chloro-3-(1-ethoxyvinyl)-1-methyl-1H-pyrazolo[3,4-c]pyridine